N12NNNNNNNNN3NCCC3CCCCCCCCCCCCCCCCCCCCCC(CC=CCC1)C2 undecazatricyclo[34.5.1.010,14]dotetracont-38-ene